CC1NC[C@H](NC1)CO ((2s,51S)-5-methylpiperazin-2-yl)methanol